7-(3-(2-fluorophenyl)-7,8-dihydro-1,6-naphthyridin-6(5H)-yl)-2-(methoxymethyl)-8-methyl-4H-pyrimido[1,2-b]pyridazin-4-one FC1=C(C=CC=C1)C=1C=NC=2CCN(CC2C1)C=1C(=CC=2N(N1)C(C=C(N2)COC)=O)C